O=C(CC[C@H]1NC(OC1)=O)N1CC2(C1)CN(C2)CC2=CC=C(C=C2)S(=O)(=O)C(F)(F)F (4R)-4-[3-Oxo-3-[6-[[4-(trifluoro-methylsulfonyl)phenyl]methyl]-2,6-diazaspiro[3.3]heptan-2-yl]propyl]oxazolidin-2-one